(4-azido-phenoxy)butanoic acid N(=[N+]=[N-])C1=CC=C(OC(C(=O)O)CC)C=C1